C1=CC=C(C=C1)P(C2=CC=CC=C2)C3=C(C4=CC=CC=C4C=C3)C5=C(C=CC6=CC=CC=C65)P(C7=CC=CC=C7)C8=CC=CC=C8 (S)-2,2'-bis(diphenylphosphino)-1,1'-binaphthyl